P(=O)(OC[C@H]1O[C@H](C[C@@H]1O)N1N=CC=2C1=NC=NC2N)(OCCCC)O ((2R,3S,5R)-5-(4-amino-1H-pyrazolo[3,4-d]pyrimidine-1-yl)-3-hydroxytetrahydrofuran-2-yl)methyl butyl hydrogen phosphate